FC=1C=CC(=C2C=C(N(C12)CCNC1=NC=NC(=C1)C1=CNC2=NC=CC=C21)C#N)OC 7-Fluoro-4-methoxy-1-{2-[6-(1H-pyrrolo[2,3-b]pyridin-3-yl)-pyrimidin-4-ylamino]-ethyl}-1H-indol-2-carbonitril